C(C)(C)N1C(=NN=C1)C1=CC=CC(=N1)N1C(N(CC1)C=1C=C2C=CN(C2=CC1)C)=O 1-(6-(4-isopropyl-4H-1,2,4-triazol-3-yl)pyridin-2-yl)-3-(1-methyl-1H-indol-5-yl)imidazolidin-2-one